N-(3-chloro-5-cyanophenyl)-4-(4-(4-chlorophenyl)-1H-1,2,3-triazol-1-yl)-5-hydroxy-N-((1R,2R)-2-hydroxycyclopentyl)-6-(hydroxymethyl)-3-methoxytetrahydro-2H-pyran-2-carboxamide ClC=1C=C(C=C(C1)C#N)N(C(=O)C1OC(C(C(C1OC)N1N=NC(=C1)C1=CC=C(C=C1)Cl)O)CO)[C@H]1[C@@H](CCC1)O